C(C)(=O)OC[C@@H]1O[C@@H]([C@H]([C@H]1CC(=O)[O-])CC(=O)[O-])C=1C(NC(N(C1)CCNC)=O)=O (2R,3R,4S,5S)-2-(acetoxymethyl)-5-(1-(2-(methylamino)ethyl)-2,4-Diketo-1,2,3,4-tetrahydropyrimidin-5-yl)tetrahydrofuran-3,4-diacetate